9-(4-(naphthalene-1-yl)phenyl)-10-(naphthalene-2-yl)anthracene C1(=CC=CC2=CC=CC=C12)C1=CC=C(C=C1)C=1C2=CC=CC=C2C(=C2C=CC=CC12)C1=CC2=CC=CC=C2C=C1